(2S)-2-amino-N-[1-[1-(3-chloro-6-oxo-1H-pyridazin-5-yl)ethyl]-3-fluoro-pyrazol-4-yl]-2-(4,4-difluorocyclohexyl)acetamide N[C@H](C(=O)NC=1C(=NN(C1)C(C)C1=CC(=NNC1=O)Cl)F)C1CCC(CC1)(F)F